N-(3-aminophenyl)-6-(1H-pyrazol-5-yl)pyridine-2-carboxamide NC=1C=C(C=CC1)NC(=O)C1=NC(=CC=C1)C1=CC=NN1